COC([C@H](CC)N1C(CC(C1)CCC)=O)=O (2S)-2-(2-oxo-4-propyl-pyrrolidin-1-yl)butanoic acid methyl ester